methyl 3-heptadecylsulfanylpropyl hydrogen phosphate P(=O)(OC)(OCCCSCCCCCCCCCCCCCCCCC)O